C(C)C(COC(C(=C(C1=CC=CC=C1)C1=CC=C(C=C1)OC)C#N)=O)CCCC 2-ethylhexyl-2-cyano-3-(4-methoxyphenyl)-3-phenylprop-2-enoate